2-(3-((20-hydroxy-3,6,9,12,15,18-hexaoxaeicosyl)oxy)phenyl)-N-(5-methyl-4-(1-(2-methylbenzoyl)indolin-5-yl)thiazol-2-yl)acetamide OCCOCCOCCOCCOCCOCCOCCOC=1C=C(C=CC1)CC(=O)NC=1SC(=C(N1)C=1C=C2CCN(C2=CC1)C(C1=C(C=CC=C1)C)=O)C